O=C1[C@@H]2[C@H]([C@@H]2CN1C1=CC=CC=C1)C(=O)OCC (1S,5R,6S)-ethyl 2-oxo-3-phenyl-3-azabicyclo[3.1.0]hexane-6-carboxylate